CN1N=C2N(C3=CC=C(C=C3C2=C1)C(=O)NCCOCCOCC(=O)O)C1=CC=C(C=C1)C(F)(F)F 2-{2-[2-({2-methyl-8-[4-(trifluoromethyl)phenyl]-2H,8H-pyrazolo[3,4-b]indol-5-yl}formamido)-ethoxy]ethoxy}acetic acid